(E)-N-(2-(3-benzylidene-4-oxochroman-7-yl)phenyl)-1,1,1-trifluoromethanesulfonamide C(/C1=CC=CC=C1)=C\1/COC2=CC(=CC=C2C1=O)C1=C(C=CC=C1)NS(=O)(=O)C(F)(F)F